[Zn].[Sn].[Ce] Cerium-tin-zinc